C1(CC1)S(=O)(=O)N1CC(C1)COC=1C=C2CC(N3C(C2=CC1C=1SC=CN1)=CC(C(=C3)C(=O)O)=O)C(C)C 9-((1-(cyclopropylsulfonyl)azetidin-3-yl)methoxy)-6-isopropyl-2-oxo-10-(thiazol-2-yl)-6,7-dihydro-2H-pyrido[2,1-a]isoquinoline-3-carboxylic acid